2-(2-Aminopyridin-4-yl)-6,6-dimethyl-3-(3-methylphenyl)-1,5,6,7-tetrahydro-4H-pyrrolo[3,2-c]-pyridin-4-one formic acid salt C(=O)O.NC1=NC=CC(=C1)C1=C(C=2C(NC(CC2N1)(C)C)=O)C1=CC(=CC=C1)C